FC1=C(C(=CC2=CN(N=C12)C)N=C(C1=CC=CC=C1)C1=CC=CC=C1)OC N-(7-fluoro-6-methoxy-2-methyl-indazol-5-yl)-1,1-diphenylmethanimine